2-((4S,5S)-5-phenyl-2,2-dimethyl-1,3-dioxolan-4-yl)ethanol C1(=CC=CC=C1)[C@H]1[C@@H](OC(O1)(C)C)CCO